ClC=1N=C(C2=C(N1)CCS2)N[C@@H]2CN(CCC2)C(=O)OC Methyl (S)-3-((2-chloro-6,7-dihydrothieno[3,2-d]pyrimidin-4-yl)amino)piperidine-1-carboxylate